NC([C@H](CCC(=O)OC(C)(C)C)N1C(C2=CC(=C(C(=C2C1)F)CO)F)=O)=O tert-butyl (4S)-5-amino-4-[4,6-difluoro-5-(hydroxymethyl)-1-oxo-isoindolin-2-yl]-5-oxo-pentanoate